2-amino-5-{2-[(1S)-1-cyclopropylethyl]-7-methanesulfonamido-1-oxo-2,3-dihydro-1H-isoindol-5-yl}-N-[(3R,4S)-4-hydroxyoxolan-3-yl]pyrazolo[1,5-a]pyrimidine-3-carboxamide NC1=NN2C(N=C(C=C2)C=2C=C3CN(C(C3=C(C2)NS(=O)(=O)C)=O)[C@@H](C)C2CC2)=C1C(=O)N[C@@H]1COC[C@H]1O